N-(6-(2H-1,2,3-triazol-2-yl)-5-(trifluoromethyl)pyridin-3-yl)-4-methyl-2-(4-methylpyridine-3-yl)pyrimidine-5-carboxamide N=1N(N=CC1)C1=C(C=C(C=N1)NC(=O)C=1C(=NC(=NC1)C=1C=NC=CC1C)C)C(F)(F)F